4-(4-((1R,5S)-3,8-diazabicyclo[3.2.1]octan-3-yl)-8-fluoro-2-(2-oxa-7-azaspiro[4.4]nonan-7-yl)quinazolin-7-yl)naphthalen-2-ol [C@H]12CN(C[C@H](CC1)N2)C2=NC(=NC1=C(C(=CC=C21)C2=CC(=CC1=CC=CC=C21)O)F)N2CC1(CCOC1)CC2